methyl-(3-nitrophenyl)sulfane CSC1=CC(=CC=C1)[N+](=O)[O-]